Docosanal C(CCCCCCCCCCCCCCCCCCCCC)=O